ClC1=NC=C(C(=C1)C1=C(C=NC(=C1)C)C(=O)NC=1SC2=C(N1)CN(C2)C(C2=NC=C(C=C2C(F)F)Cl)=O)OC 2'-Chloro-N-(5-(5-chloro-3-(difluoromethyl)picolinoyl)-5,6-dihydro-4H-pyrrolo[3,4-d]thiazol-2-yl)-5'-methoxy-6-methyl-[4,4'-bipyridine]-3-carboxamide